(3,5-Difluoropyridin-2-yl)methane FC=1C(=NC=C(C1)F)C